C(C)(C)(C)OC(=O)NC[C@@H](C)N1N=C(C=C1CCl)C(=O)OC methyl 1-[(1R)-2-(tert-butoxycarbonylamino)-1-methyl-ethyl]-5-(chloromethyl)pyrazole-3-carboxylate